N-[(4R,5S)-3,3-difluoro-5-methyl-1-(tetrahydro-2H-pyran-4-yl)-4-piperidyl]-6-[3-(4-mesyl-2-anisidino)-1-propynyl]-1-(2,2,2-trifluoroethyl)-1H-1,3-benzimidazole-4-carboxamide FC1(CN(C[C@@H]([C@H]1NC(=O)C1=CC(=CC=2N(C=NC21)CC(F)(F)F)C#CCNC=2C(OC)=CC=C(C2)S(=O)(=O)C)C)C2CCOCC2)F